CC1=CN=CC=2N=C(N=C(C21)N2CCC1(CCNC1)CC2)C2=CC=NC=C2 5-methyl-2-(pyridin-4-yl)-4-(2,8-diazaspiro[4.5]decan-8-yl)pyrido[3,4-d]pyrimidine